3-(3,4-dichlorophenyl)propanoic acid ClC=1C=C(C=CC1Cl)CCC(=O)O